N-[4-(2-chlorophenyl)thiazol-2-yl]-6-morpholino-pyridine-3-carboxamide ClC1=C(C=CC=C1)C=1N=C(SC1)NC(=O)C=1C=NC(=CC1)N1CCOCC1